(S)-2-((tert-butoxycarbonyl)amino)-3-(5-hydroxy-1H-indol-3-yl)propionic acid C(C)(C)(C)OC(=O)N[C@H](C(=O)O)CC1=CNC2=CC=C(C=C12)O